C[C@H]1NC(C2=C(C=3C=4C=CC(=NC4C=CC3S2)C=2C=NC(=CC2)N2CCNCC2)NC1)=O (R)-10-methyl-3-(6-(piperazin-1-yl)pyridin-3-yl)-9,10,11,12-tetrahydro-8H-[1,4]diazepino[5',6':4,5]thieno[3,2-f]quinolin-8-one